((6-((1-(tert-butoxycarbonyl)-5-methyl-1H-pyrazol-3-yl)amino)-3-fluoro-4-(3-hydroxyoxetan-3-yl)pyridin-2-yl)methyl)-1-(3-chloro-2-fluorobenzyl)piperidine-4-carboxylic acid methyl ester COC(=O)C1CC(N(CC1)CC1=C(C(=CC=C1)Cl)F)CC1=NC(=CC(=C1F)C1(COC1)O)NC1=NN(C(=C1)C)C(=O)OC(C)(C)C